5-(piperazin-1-yl)isoindole-1,3-dione trifluoroacetate FC(C(=O)O)(F)F.N1(CCNCC1)C=1C=C2C(NC(C2=CC1)=O)=O